Tributyl(ethyl)phosphonium C(CCC)[P+](CC)(CCCC)CCCC